tosylic Acid S(=O)(=O)(O)C1=CC=C(C)C=C1